di-tert-butyldithiophosphate C(C)(C)(C)SP(=S)(OC(C)(C)C)[O-]